4-(3,4-methylenedioxyphenyl-ethyl)oxybenzaldehyde C1OC=2C=C(C=CC2O1)CCOC1=CC=C(C=O)C=C1